C(#N)C1=C(SC2=C1C(=NC=C2F)C=2C1=C(C=3C=NC(=NC3C2F)N2C[C@@H]([C@H](C2)CO)N(C)C)COC1)NC(OC(C)(C)C)=O tert-Butyl (3-cyano-4-(3-((3R,4S)-3-(dimethylamino)-4-(hydroxymethyl)pyrrolidin-1-yl)-5-fluoro-7,9-dihydrofuro[3,4-f]quinazolin-6-yl)-7-fluorothieno[3,2-c]pyridin-2-yl)carbamate